ethyl 2-cyano-2-(phenylamino)-4-phenylbutyrate C(#N)C(C(=O)OCC)(CCC1=CC=CC=C1)NC1=CC=CC=C1